2-[4,6-bis-(4-hydroxy-piperidin-1-yl)-5-methoxypyrimidin-2-ylamino]-4-methylthiazole-5-carboxylic acid ethyl ester C(C)OC(=O)C1=C(N=C(S1)NC1=NC(=C(C(=N1)N1CCC(CC1)O)OC)N1CCC(CC1)O)C